tert-butyl N-[2-[2-[[2-ethyl-4-[(3-iodoimidazo[1,2-a]pyrazin-8-yl)amino] benzoyl] amino] ethoxy] ethyl]carbamate C(C)C1=C(C(=O)NCCOCCNC(OC(C)(C)C)=O)C=CC(=C1)NC=1C=2N(C=CN1)C(=CN2)I